FC1=C(C=C(C=C1)C1(CC1)N(S(=O)(=O)C)CC1(CC1)NC(OC(C)(C)C)=O)C(F)(F)F tert-butyl (1-((N-(1-(4-fluoro-3-(trifluoromethyl) phenyl)cyclopropyl)methylsulfonamido)methyl)cyclopropyl)carbamate